5-((3-hydroxypropyl)sulfonyl)-2-methoxybenzamide OCCCS(=O)(=O)C=1C=CC(=C(C(=O)N)C1)OC